OC=1C=C2C(=CNC2=CC1)C[C@@H](C(=O)NCCC1=CNC2=CC=C(C=C12)O)NC(OC(C)(C)C)=O tert-butyl (S)-(3-(5-hydroxy-1H-indol-3-yl)-1-((2-(5-hydroxy-1H-indol-3-yl)ethyl)amino)-1-oxopropan-2-yl)carbamate